NC1=C(SC2=NC(=CC=C21)C)C(=O)N[C@H]2CC1=C(C=C(C(=C1CC2)C#N)N2CC1CNCC(C2)O1)F 3-amino-N-[(2R)-5-cyano-8-fluoro-6-{9-oxa-3,7-diazabicyclo[3.3.1]nonan-3-yl}-1,2,3,4-tetrahydronaphthalen-2-yl]-6-methylthieno[2,3-b]pyridine-2-carboxamide